3-{4-[(3S)-3-amino-3-methylpyrrolidin-1-yl]-5-(4-fluoro-1H-1,3-benzodiazol-2-yl)pyridin-3-yl}benzonitrile N[C@@]1(CN(CC1)C1=C(C=NC=C1C1=NC2=C(N1)C=CC=C2F)C=2C=C(C#N)C=CC2)C